O=C1NC(CCC1N1C(C2=CC=C(C=C2C1=O)CN1CC(C1)N1CCNCC1)=O)=O 2-(2,6-dioxopiperidin-3-yl)-5-((3-(piperazin-1-yl)azetidin-1-yl)methyl)isoindoline-1,3-dione